C(C)(=O)OCC(C1=CC[C@H]2[C@@H]3CC=C4CCCC[C@]4(C)[C@H]3CC[C@]12C)=O acetoxy-pregna-5,16-dien-20-one